N-[(5-bromo-2-pyridyl)methyl]carbamic acid tert-butyl ester C(C)(C)(C)OC(NCC1=NC=C(C=C1)Br)=O